COC1=CC=C(CN(C=2C3=C(N=CN2)NC=C3)C)C=C1 N-(4-methoxybenzyl)-N-methyl-7H-pyrrolo[2,3-d]pyrimidin-4-amine